5-(3,8-diazabicyclo[3.2.1]oct-8-yl)-2-(2,6-dioxopiperidin-3-yl)isoindole-1,3-dione hydrochloride Cl.C12CNCC(CC1)N2C=2C=C1C(N(C(C1=CC2)=O)C2C(NC(CC2)=O)=O)=O